C1(=CC=CC=C1)[C@@H]1CC[C@H](CC1)CC=O trans-2-(4-phenylcyclohexyl)acetaldehyde